FC1=CC(=CC2=CN(N=C12)C)C1=NN2C(S1)=NC(=C2)C2CCNCC2 7-Fluoro-2-methyl-5-[6-(piperidin-4-yl)imidazo[2,1-b][1,3,4]thiadiazol-2-yl]-2H-indazol